ClC=1C=C2C=NN(C2=C(C1)C(=O)O)CC=1N=NC(=CC1)C1=CC(=CC(=C1)OC)F 5-chloro-1-((6-(3-fluoro-5-methoxyphenyl)pyridazine-3-yl)methyl)-1H-indazole-7-carboxylic acid